COC=1C=C2C(=NC(=NC2=CC1OC)C)NC(C)C=1SC(=CC1)C=1C=NC(=NC1)OC 6,7-dimethoxy-N-{1-[5-(2-methoxypyrimidin-5-yl)-thiophen-2-yl]ethyl}-2-methylquinazolin-4-amine